N[C@H]1CN(CCC1)C(=O)C=1C=CC=2N(C1)N=C(C2C)C=2N(C1=C(C=CC=C1C2)C2CCN(CC2)C([C@@H](C)O)=O)CC2CC2 (R)-1-(4-(2-(6-((R)-3-aminopiperidine-1-carbonyl)-3-methylpyrazolo[1,5-a]pyridin-2-yl)-1-(cyclopropylmethyl)-1H-indol-7-yl)piperidin-1-yl)-2-hydroxypropan-1-one